BrCC1(CC1)C1=NC(=CC=C1)Cl 2-[1-(Bromomethyl)cyclopropyl]-6-chloropyridine